C1(CCCCC1)[C@@H](C(=O)NC=1C=C2CC(CC2=CC1)(N1C(NC(C1)C)=O)CO)NC(=O)C1=CC=NN1C N-((1S)-1-cyclohexyl-2-((2-(hydroxymethyl)-2-(4-methyl-2-oxoimidazolidin-1-yl)-2,3-dihydro-1H-inden-5-yl)amino)-2-oxoethyl)-1-methyl-1H-pyrazole-5-carboxamide